2,3-Difluoro-5-(5-(4-(methoxymethyl)-1-(methylsulfonyl)piperidin-4-yl)-1H-indazol-1-yl)phenol FC1=C(C=C(C=C1F)N1N=CC2=CC(=CC=C12)C1(CCN(CC1)S(=O)(=O)C)COC)O